3-(4-(5-aminopent-1-yn-1-yl)-1-oxoisoindolin-2-yl)piperidine-2,6-dione NCCCC#CC1=C2CN(C(C2=CC=C1)=O)C1C(NC(CC1)=O)=O